tert-butyl 4-(4-(2-(2,6-dioxopiperidin-3-yl)-1,3-dioxoisoindolin-5-yl)piperazin-1-yl)butanoate O=C1NC(CCC1N1C(C2=CC=C(C=C2C1=O)N1CCN(CC1)CCCC(=O)OC(C)(C)C)=O)=O